(trans-3-(3-cyclopropyl-4-(1-methyl-1H-pyrazolo[3,4-c]pyridin-7-yl)-1H-pyrazol-1-yl)cyclobutyl)methanamine C1(CC1)C1=NN(C=C1C=1N=CC=C2C1N(N=C2)C)[C@@H]2C[C@H](C2)CN